C(C)(C)(C)S(=O)N tert-Butansulfinamid